NC1=C(C(=NN1C1=NC=CC=C1)O)Cl 5-Amino-4-chloro-1-(pyridin-2-yl)-1H-pyrazole-3-ol